BrC=1C=C2C(=CC=NC2=CC1)NC1=CC(=CC(=C1)OC(COC)C)OC 6-Bromo-N-(3-methoxy-5-((1-methoxypropan-2-yl)oxy)phenyl)quinolin-4-amine